ClC1=C(C=CC(=C1)Cl)NNC(C([2H])([2H])[2H])=O 1-[2-(2,4-dichlorophenyl)hydrazino](2H3)-1-ethanone